N-(5-(4-(4-((5-amino-7-(butylamino)-2H-pyrazolo[4,3-d]pyrimidin-2-yl)methyl)-3-methoxyphenyl)piperidin-1-yl)-5-oxopentyl)stearamide NC=1N=C(C=2C(N1)=CN(N2)CC2=C(C=C(C=C2)C2CCN(CC2)C(CCCCNC(CCCCCCCCCCCCCCCCC)=O)=O)OC)NCCCC